C(=O)(OC(C)(C)C)N1C[C@H](CCC1)O N-Boc-(S)-3-hydroxypiperidine